CC=1C=C2C(=C(N1)[C@H](C)NC1=C(C(=O)OC(C)(C)C)C=CC=C1)OC(=CC2=O)C2=CC=NC=C2 tert-butyl (S)-2-((1-(6-methyl-4-oxo-2-(pyridin-4-yl)-4H-pyrano[2,3-c]pyridin-8-yl)ethyl)amino)benzoate